1-benzyl-5-(3-chlorophenyl)-3,4-dimethyl-3-(2,2,3,3,4,4,5,5,5-nonafluoropentyl)-1,3-dihydro-2H-pyrrol-2-one C(C1=CC=CC=C1)N1C(C(C(=C1C1=CC(=CC=C1)Cl)C)(CC(C(C(C(F)(F)F)(F)F)(F)F)(F)F)C)=O